C(C=CCCCCC)(=O)O.OCC[N+](C)(C)C Choline Octenoic Acid